CC1=C(C2=C(NN=N2)C=C1)CC Methyl-ethyl-benzotriazol